[Br-].C(CCCCCCCCCCCCC)OC(C[NH3+])C 2-tetradecyloxypropylammonium bromide